ClC1=C(C(=O)Cl)C=CC=C1 2-Chlorobenzoyl chloride